N-[2-(1,3-benzodioxol-5-yl)-1-methyl-2-oxo-ethyl]-N-methyl-4-(1-piperidyl)piperidine-1-carboxamide O1COC2=C1C=CC(=C2)C(C(C)N(C(=O)N2CCC(CC2)N2CCCCC2)C)=O